Cl.COC(=O)[C@@H]1[C@H]2C([C@H]2CN1)(C)C (1R,2S,5S)-6,6-dimethyl-3-azabicyclo[3.1.0]hexane-2-carboxylic acid methyl ester, hydrochloride